hexamethylene bis(4-aminobenzoate) NC1=CC=C(C(=O)OCCCCCCOC(C2=CC=C(C=C2)N)=O)C=C1